C(C)(C)(C)[Si](OC1(CC1)C(O)CN)(C)C (2R)-2-{[tert-butyl-(dimethyl)silyl]oxy}-2-cyclopropylethanolamine